P([O-])(O)(O)=O.[NH4+] monoammonium phosphorate